N-(5-(2-chloroacetamido)-2-methylpyridin-3-yl)-7-(1-methyl-1H-pyrazol-4-yl)-[1,2,4]triazolo[4,3-a]pyridine-3-carboxamide ClCC(=O)NC=1C=C(C(=NC1)C)NC(=O)C1=NN=C2N1C=CC(=C2)C=2C=NN(C2)C